ClC1=C(C=CC(=C1I)F)C1=CC=C(C=C1)CN(C)C 1-(2'-chloro-4'-fluoro-3'-iodo-[1,1'-biphenyl]-4-yl)-N,N-dimethylmethanamine